CC1=CC=C(C=C1)CCN1N=C2N([C@H](CCC2)C(=O)O)C1=O |r| (5RS)-2-[2-(4-Methylphenyl)ethyl]-3-oxo-2,3,5,6,7,8-hexahydro[1,2,4]triazolo[4,3-a]pyridine-5-carboxylic acid